O=C1NC(CCC1N1C(C2=CC=C(C=C2C1=O)N1CCN(CC1)CC1CCN(CC1)CC=1C=C2C(=CN(C2=CC1)CCCC#N)C1=CC=C(C=C1)OC(F)(F)F)=O)=O 4-(5-((4-((4-(2-{2,6-dioxopiperidin-3-yl}-1,3-dioxoisoindolin-5-yl)piperazin-1-yl)methyl)piperidin-1-yl)methyl)-3-(4-(trifluoromethoxy)phenyl)-1H-indol-1-yl)butanenitrile